FC1=CC(=C(C=C1)C1=C2C(=NC=C1)NC(=C2)C2CCNCC2)OC 4-(4-fluoro-2-methoxy-phenyl)-2-(4-piperidyl)-1H-pyrrolo[2,3-b]pyridine